ClC1=NC=2C(CCCC2C(=N1)Cl)=O 2,4-dichloro-6,7-dihydro-5H-quinazolin-8-one